N-(1-methyl-1H-pyrazol-4-yl)-4-(1-(1-(propylsulfonyl)azetidin-3-yl)-1H-pyrazol-4-yl)pyrimidin-2-amine CN1N=CC(=C1)NC1=NC=CC(=N1)C=1C=NN(C1)C1CN(C1)S(=O)(=O)CCC